BrCC1=CC=C(C=C1)N1N=C(C=C1OCC)C(F)(F)F 1-[4-(bromomethyl)phenyl]-5-ethoxy-3-(trifluoromethyl)pyrazole